(4S)-6-((E)-4-(dimethylamino)-5-phenylpent-2-enoyl)-4-(2-(1-ethyl-3-(trifluoromethyl)-1H-pyrazol-4-yl)phenyl)-4,5,6,7-tetrahydrothieno[2,3-c]pyridine-2-carbonitrile CN(C(/C=C/C(=O)N1CC2=C([C@@H](C1)C1=C(C=CC=C1)C=1C(=NN(C1)CC)C(F)(F)F)C=C(S2)C#N)CC2=CC=CC=C2)C